(4-(5-aminoisoxazol-3-yl)piperidin-1-yl)(3-tert-butylphenyl)methanone NC1=CC(=NO1)C1CCN(CC1)C(=O)C1=CC(=CC=C1)C(C)(C)C